CN1C(=NN=C1)C1(CC(C1)CC#N)C1=CC(=CC=C1)N1C(C2=CC(=CC(=C2C1)C(F)(F)F)CNC1(CCC1)C)=O 2-((1s,3s)-3-(4-methyl-4H-1,2,4-triazol-3-yl)-3-(3-(6-(((1-methylcyclobutyl)amino)methyl)-1-oxo-4-(trifluoromethyl)isoindolin-2-yl)phenyl)cyclobutyl)acetonitrile